FC1=C2C=CNC2=CC(=C1OC=1C=CC(=C(C1)C1=NC(=NN1C)[C@]1(CCOC2=C(C=CC=C12)/C=C/C(=O)O)C)F)F (S,E)-3-(4-(5-(5-((4,6-difluoro-1H-indol-5-yl)oxy)-2-fluorophenyl)-1-methyl-1H-1,2,4-triazol-3-yl)-4-methylchroman-8-yl)acrylic acid